ClC(C[Si](OC)(OC)OC)CCl 2,3-dichloropropyltrimethoxysilane